3-(1-hydroxyethyl)-2,3-dihydro-1H-indene-5-carboxylic acid OC(C)C1CCC2=CC=C(C=C12)C(=O)O